O-((2R,3S,4R,5R)-5-((Bis(4-methoxyphenyl)(phenyl)methoxy)methyl)-4-fluoro-2-(2-isobutyramido-6-oxo-1H-purin-9(6H)-yl)tetrahydrofuran-3-yl) S-hydrogen phosphonothioate P(O[C@H]1[C@@H](O[C@@H]([C@H]1F)COC(C1=CC=CC=C1)(C1=CC=C(C=C1)OC)C1=CC=C(C=C1)OC)N1C=2N=C(NC(C2N=C1)=O)NC(C(C)C)=O)(S)=O